CS(=O)(C1=C(C=CC=C1)[N+](=O)[O-])=NC methyl(methylimino)(2-nitrophenyl)-λ6-sulfanone